CC1=C(OC=2C(=CC(N(C2)C)=O)C=2C3=C(C(N(C2)C)=O)NC(=C3)C3=CC(=NC=C3)C)C(=CC=C1)C 4-(5-(2,6-dimethylphenoxy)-1-methyl-2-oxo-1,2-dihydropyridin-4-yl)-6-methyl-2-(2-methylpyridin-4-yl)-1,6-dihydro-7H-pyrrolo[2,3-c]pyridin-7-one